NC1=C2CCCC2=CC=C1C1=CC(=NC(=C1)F)OCCN1N=C(C(=C1)F)S(=O)(=O)N(CC1=CC=C(C=C1)OC)CC1=CC=C(C=C1)OC 1-(2-((4-(4-amino-2,3-dihydro-1H-inden-5-yl)-6-fluoropyridin-2-yl)oxy)ethyl)-4-fluoro-N,N-bis(4-methoxybenzyl)-1H-pyrazole-3-sulfonamide